methyl 3-(1,4-dimethyl-1H-benzo[d][1,2,3]triazol-5-yl)-3-(3-(((S)-2-ethyl-2,3-dihydro-[1,4]oxazepino[6,7-c]isoquinolin-4(5H)-yl)methyl)-4-methylphenyl)-2,2-dimethylpropanoate CN1N=NC2=C1C=CC(=C2C)C(C(C(=O)OC)(C)C)C2=CC(=C(C=C2)C)CN2C[C@@H](OC1=C(N=CC=3C=CC=CC13)C2)CC